N[C@@H]1CC(CC12CCN(CC2)C2=C(N=C1C(=N2)N(N=C1C1=C(C2=CN(N=C2C=C1)C)Cl)COCC[Si](C)(C)C)CO)(F)F {6-[(1R)-1-Amino-3,3-difluoro-8-azaspiro[4.5]decan-8-yl]-3-(4-chloro-2-methyl-2H-indazol-5-yl)-1-{[2-(trimethylsilyl)ethoxy]methyl}-1H-pyrazolo[3,4-b]pyrazin-5-yl}methanol